ClC(C1=NC(=NO1)C1=CC=2N(C=C1)C(=C(N2)C)N=S(=O)(C=2C=NC=CC2)C)(F)F ((7-(5-(chlorodifluoromethyl)-1,2,4-oxadiazol-3-yl)-2-methylimidazo[1,2-a]pyridin-3-yl)imino)(methyl)(pyridin-3-yl)-λ6-sulfanone